N-methyl-N-(3-((2-((2-methyl-4-(1-methylpiperidin-4-yl)phenyl)amino)-5-(trifluoromethyl)pyrimidine-4-yl)amino)propyl)cyclobutanecarboxamide CN(C(=O)C1CCC1)CCCNC1=NC(=NC=C1C(F)(F)F)NC1=C(C=C(C=C1)C1CCN(CC1)C)C